N-(4-(N-((3R,5R)-adamantan-1-yl)aminosulfonyl)benzyl)-4-(cyclopropylmethoxy)benzamide C12(CC3CC(CC(C1)C3)C2)NS(=O)(=O)C2=CC=C(CNC(C3=CC=C(C=C3)OCC3CC3)=O)C=C2